CC1=C(OC(O1)=O)OC(C1=C(C(=NC=C1)C=1C=C2C(=CN(C2=CC1)C(C)C)C#N)C)=O methyl-2-(3-cyano-1-isopropyl-1H-indol-5-yl)isonicotinic acid (5-methyl-2-oxo-1,3-dioxol-4-yl) ester